C(C)(C)N1C[C@H](N(CC1)C1CC2(C1)CCNCC2)C2=C(C=CC=C2)C(C)C |o1:5| (R or S)-2-(4-isopropyl-2-(2-isopropylphenyl)piperazin-1-yl)-7-azaspiro[3.5]nonane